N-(2-(pyridin-4-yl)benzyl)ethylamine monomaleate C(\C=C/C(=O)O)(=O)O.N1=CC=C(C=C1)C1=C(CNCC)C=CC=C1